COC(=O)C1=CC2=CC(=CC(=C2C=C1)C)C1=C(C=C(C=C1F)S(=O)(=O)N1C[C@H](CC1)F)F 7-{2,6-difluoro-4-[(3S)-3-fluoropyrrolidine-1-sulfonyl]phenyl}-5-methylnaphthalene-2-carboxylic acid methyl ester